C12C(CC(CC1)O2)C=2SC(=NN2)Cl 2-(7-oxabicyclo[2.2.1]hept-2-yl)-5-chloro-1,3,4-thiadiazol